ClC1=C(C=C(C=C1)N1C(CCC[C@H]1C1=NC2=C(N1C1CCC(CC1)(C)O)C=CC(=C2)C=2C(=NOC2C)C)=O)F (S)-1-(4-chloro-3-fluorophenyl)-6-(5-(3,5-dimethylisoxazol-4-yl)-1-((1S,4R)-4-hydroxy-4-methylcyclohexyl)-1H-benzo[d]imidazol-2-yl)piperidin-2-one